ClC=1C=NN(C1C(=O)NC1=NC=C(C=C1C)C#CC=1SC=CC1)C1C[C@@H]2[C@@H](CN(C2)C(C(C)C)=O)C1 4-chloro-1-[(3aR,5s,6aS)-2-(2-methylpropanoyl)octahydrocyclopenta[c]pyrrol-5-yl]-N-{3-methyl-5-[(thiophen-2-yl)ethynyl]pyridin-2-yl}-1H-pyrazole-5-carboxamide